5-(4-fluorophenyl)-4-hydroxy-1-methyl-2-oxo-2,5-dihydro-1H-pyrrole-3-carboxylate FC1=CC=C(C=C1)C1C(=C(C(N1C)=O)C(=O)[O-])O